O=C1NC(CCC1N1CC2=CC=CC=C2C1)=O 2-(2,6-dioxo-3-piperidinyl)-1H-isoindole